1,5-bis(2-(di-methylamino)ethylamino)-4,8-dihydroxyanthracene-9,10-dione CN(CCNC1=CC=C(C=2C(C3=C(C=CC(=C3C(C12)=O)O)NCCN(C)C)=O)O)C